F[Ag]F difluorosilver